O=C1NC(CCC1C1=NN(C2=C(C=CC=C12)OCC(=O)NC=1C=NN(C1)C)C)=O 2-((3-(2,6-dioxopiperidin-3-yl)-1-methyl-1H-indazol-7-yl)oxy)-N-(1-methyl-1H-pyrazol-4-yl)acetamide